8-chloro-3-(((1,4-dihydroquinazolin-2-yl)thio)methyl)-5H-thiazolo[2,3-b]Quinazoline dihydrochloride Cl.Cl.ClC1=CC=C2CN3C(=NC2=C1)SC=C3CSC=3NC1=CC=CC=C1CN3